N-(4-(4-(trifluoromethyl)phenyl)pyrrolo[1,2-a]quinoxalin-7-yl)methanesulfonamide FC(C1=CC=C(C=C1)C=1C=2N(C3=CC=C(C=C3N1)NS(=O)(=O)C)C=CC2)(F)F